1-(6-methylbenzo[d]isoxazol-3-yl)dihydropyrimidine-2,4(1H,3H)-dione CC1=CC2=C(C(=NO2)N2C(NC(CC2)=O)=O)C=C1